3-amino-6-chloro-N-(3-fluoro-4-methoxybenzyl)-2-(isopropylamino)benzamide NC=1C(=C(C(=O)NCC2=CC(=C(C=C2)OC)F)C(=CC1)Cl)NC(C)C